NC1=NC=NC=2N(C3=CC=C(C=C3C21)C)C(C(=O)N2[C@@H]1C[C@@H]1C[C@H]2C(=O)NC2=NC(=CC=C2)Br)C (1R,3S,5R)-2-((-)-2-(4-amino-6-methyl-9H-pyrimido[4,5-b]indol-9-yl)propanoyl)-N-(6-bromopyridin-2-yl)-2-azabicyclo[3.1.0]hexane-3-carboxamide